2-(4,6-diphenyl-1,3,5-triazine-2-yl)-5-[2-(2-ethylhexyloxy)ethoxy]-phenol C1(=CC=CC=C1)C1=NC(=NC(=N1)C1=CC=CC=C1)C1=C(C=C(C=C1)OCCOCC(CCCC)CC)O